C(C)(C)(C)OC(=O)N1CCC(CC1)CC(=O)NN 4-(2-hydrazino-2-oxoethyl)piperidine-1-carboxylic acid tert-butyl ester